methyl 6-(4-methoxyphenyl)spiro[3.3]heptane-2-carboxylate COC1=CC=C(C=C1)C1CC2(CC(C2)C(=O)OC)C1